(methoxymethyl)pyrazol COCC1=NNC=C1